ClC1=CC(=C(C=C1)N[C@H]1[C@H](CN(CC1)C=1C2=C(N(C(C1C#N)=O)C)SC(=N2)C)C)F 7-[(3S,4R)-4-[(4-chloro-2-fluorophenyl)amino]-3-methyl-piperidin-1-yl]-2,4-dimethyl-5-oxo-4H,5H-[1,3]thiazolo[5,4-b]pyridine-6-carbonitrile